ONC(=O)C=1C=NC=NC1 N-hydroxypyrimidine-5-carboxamide